C(C=C)(=O)[Cu].[Ti] titanium alloyl-copper